Cl.C(C)NC(C(C)C)C1=CNC(C2=CC=CC=C12)=O 4-(1-(ethylamino)-2-methylpropyl)isoquinolin-1(2H)-one hydrochloride